O1[C@H](COC2=NC=CC=C21)CN2N=C1C3=C(CCC1=C2)OC(=C3C)C(=O)NCCN3CCN(CC3)C 2-[(2S)-2,3-Dihydro[1,4]dioxino[2,3-b]pyridin-2-ylmethyl]-8-methyl-N-[2-(4-methylpiperazin-1-yl)ethyl]-4,5-dihydro-2H-furo[2,3-g]indazol-7-carboxamid